[Si](C)(C)(C(C)(C)C)O[C@H](CC=1C=CC=C(C1)C1=CC=C(C=2NC(C3=CC=C4C(=C3C12)C=CC=C4)=O)C4=CC=CC=C4)C (S)-5-(2-(tert-Butyldimethylsilanyloxy)propyl)phenyl-4-phenylbenzophenanthridine-6(5H)-one